[(2-{6-Cyclopropyl-4-[4-fluoro-2-(4-methyl-1,2,4-triazol-3-yl)phenyl]pyridin-2-yl}-1,3-benzoxazol-5-yl)methyl](cyclopropylmethyl)amine C1(CC1)C1=CC(=CC(=N1)C=1OC2=C(N1)C=C(C=C2)CNCC2CC2)C2=C(C=C(C=C2)F)C2=NN=CN2C